C(C)C1=C(N=C2C(=N1)C(=NC=C2C2=CC(=C(C=C2)N2CCC(CC2)CN2CCN(CC2)C)OC)N)NC2CCOCC2 3-Ethyl-8-(3-methoxy-4-(4-((4-methylpiperazin-1-yl)methyl)piperidin-1-yl)phenyl)-N2-(Tetrahydro-2H-pyran-4-yl)pyrido[3,4-b]pyrazine-2,5-diamine